ethyl 7-cyclopropyl-2-[(2R)-2-(1-cyclopropylpyrazol-4-yl)tetrahydropyran-4-yl]-4-(2,4-difluorophenyl)pteridine-6-carboxylate C1(CC1)C1=C(N=C2C(=NC(=NC2=N1)C1C[C@@H](OCC1)C=1C=NN(C1)C1CC1)C1=C(C=C(C=C1)F)F)C(=O)OCC